5,10,15,20-tetraphenyl-21,22-dihydroporphyrin C1=CC=C(C=C1)C2=C3C=CC(=C(C4=CC=C(N4)C(=C5C=CC(=N5)C(=C6C=CC2=N6)C7=CC=CC=C7)C8=CC=CC=C8)C9=CC=CC=C9)N3